ClC1=CC(=C2C=CNC2=C1Cl)OC 6,7-dichloro-4-methoxy-1H-indole